[3-(1H-tetrazol-5-yl)pyrrolidin-1-yl]methanone N1N=NN=C1C1CN(CC1)C=O